3-methoxy-4-{[3-(4-{[(1S,4S)-4-{2-azaspiro[3.3]heptan-2-yl}cyclohexyl]amino}-1-(2,2,2-trifluoroethyl)-1H-indol-2-yl)prop-2-yn-1-yl]amino}benzene-1-sulfonamide COC=1C=C(C=CC1NCC#CC=1N(C2=CC=CC(=C2C1)NC1CCC(CC1)N1CC2(C1)CCC2)CC(F)(F)F)S(=O)(=O)N